BrC1=CC=CC2=C1CN(C(O2)=O)C2CCC(CC2)C(=O)NC2=CC(=C(C=C2)C)OC (1s,4s)-4-(5-bromo-2-oxo-2H-benzo[e][1,3]oxazin-3(4H)-yl)-N-(3-methoxy-4-methylphenyl)cyclohexane-1-carboxamide